C1(CCCCC1)CCCCCCCCCCCOC(O[Si](OCCCCCCN(CCO)CCO)(C)C)CCCCCCCCCCCCCCC 25-cyclohexyl-3-(2-hydroxyethyl)-11,11-dimethyl-13-pentadecyl-10,12,14-trioxa-3-aza-11-silapentacosan-1-ol